6-(1-bromoethyl)-4-ethoxynicotinonitrile BrC(C)C1=NC=C(C#N)C(=C1)OCC